hydroxy-2-oleoyl-sn-glycero-3-phosphocholine OC(OP(OC[C@@H](CO)OC(CCCCCCC\C=C/CCCCCCCC)=O)(=O)[O-])C[N+](C)(C)C